CC1=NC(=CC(=N1)NC1=NC=C(C(=O)NOCC)C(=C1)NC1=C(C=C(C=C1)OC)N(S(=O)(=O)C)C)C 6-((2,6-dimethyl-pyrimidin-4-yl)amino)-N-ethoxy-4-((4-methoxy-2-(N-methyl-methane-sulfonamido)phenyl)amino)-nicotinamide